C1(CC1)C(=O)NC1=NC=C(C(=O)NC([2H])([2H])[2H])C(=C1)NC1=CC=C2C=NN(C2=C1OC([2H])([2H])[2H])C1CC1 6-(Cyclopropanecarboxamido)-4-((1-cyclopropyl-7-(methoxy-d3)-1H-indazol-6-yl)amino)-N-(methyl-d3)nicotinamide